2-((2S)-4-(8-fluoro-2-((tetrahydro-1H-pyrrolizin-7a(5H)-yl)methoxy)-7-(1,1a,6,6a-tetrahydrocyclopropa[a]inden-2-yl)quinazolin-4-yl)-1-(2-fluoroacryloyl)piperazin-2-yl)acetonitrile FC=1C(=CC=C2C(=NC(=NC12)OCC12CCCN2CCC1)N1C[C@@H](N(CC1)C(C(=C)F)=O)CC#N)C1=CC=CC=2CC3C(C12)C3